(azetidin-1-yl)-4-chloropyrimidine N1(CCC1)C1=NC=CC(=N1)Cl